3-(4-(difluoromethyl)-2-nitrophenyl)oxazolidin-2-one FC(C1=CC(=C(C=C1)N1C(OCC1)=O)[N+](=O)[O-])F